1-(3-((7-methoxy-4-((3-(oxazol-5-yl)phenyl)-amino)quinazolin-6-yl)-oxy)azetidin-1-yl)prop-2-en-1-one COC1=C(C=C2C(=NC=NC2=C1)NC1=CC(=CC=C1)C1=CN=CO1)OC1CN(C1)C(C=C)=O